COC1=CC=C(NCC2=CC=C(C=C2)C(=C(C2=CC=CC=C2)C2=CC=CC=C2)C2=CC=CC=C2)C=C1 4-methoxy-N-(4-(1,2,2-triphenylvinyl)benzyl)aniline